ClC=1C(=NC(=NC1)NC=1C=NN(C1)C)N1C[C@@]2(CN(C[C@@]2(C1)C)C1=NC=NC=C1)C 5-Chloro-4-((3aR,6aS)-3a,6a-dimethyl-5-(pyrimidin-4-yl)hexahydropyrrolo[3,4-c]pyrrol-2(1H)-yl)-N-(1-methyl-1H-pyrazol-4-yl)pyrimidin-2-amine